para-xylylenediamine C1(=CC=C(C=C1)CN)CN